ClC=1C=CC2=C(N=C(O2)N2CCC3(CC2)CCC(CC3)NC(=O)C3(CCS(CC3)(=O)=O)C)C1 N-[3-(5-chloro-1,3-benzoxazol-2-yl)-3-azaspiro[5.5]undecan-9-yl]-4-methyl-1,1-dioxo-thiane-4-carboxamide